(R,S)-4-((1-(benzylamino)-1-oxopropan-2-yl)amino)-4-oxobutanoic acid-2,2,3,3-d4 C(C1=CC=CC=C1)NC([C@@H](C)NC(C(C(C(=O)O)([2H])[2H])([2H])[2H])=O)=O